2-(S)-amino-4-oxophenylbutyric acid NC1=C(C=CC(C1)=O)[C@@H](C(=O)O)CC